FC1=CC=C(OP(=O)(OC2=CC=C(C=C2)F)COC[C@H]2O[C@H]([C@@H]([C@@H]2O)O)N2C=CC3=C2N=C(N=C3NC3CCCC3)Cl)C=C1 (2R,3S,4R,5R)-2-[bis(4-fluorophenoxy)-phosphorylmethoxy-methyl]-5-[2-chloro-4-(cyclopentylamino)-pyrrolo[2,3-d]-pyrimidin-7-yl]tetra-hydrofuran-3,4-diol